NC=1C(=NC=CC1)N Di-aminopyridin